COC1=NC(=NN2C1=C(C=C2)C2=CC=1N(C=C2)N=CC1)NC1CCN(CC1)C1COC1 4-Methoxy-N-(1-(oxetan-3-yl)piperidin-4-yl)-5-(pyrazolo[1,5-a]pyridin-5-yl)pyrrolo[2,1-f][1,2,4]triazin-2-amine